NC(/C=C/C=1C=CC=C2C=CN=C(C12)N(C(C1=C(C=C(C=C1)N1N=NC=2C1=NC=CC2)F)=O)[C@H]2CNCCC2)=O N-[8-[(E)-3-amino-3-oxo-prop-1-enyl]-1-isoquinolyl]-2-fluoro-N-[(3R)-3-piperidyl]-4-(triazolo[4,5-b]pyridin-3-yl)benzamide